[2-(4-Methoxymethyl-phenyl)-imidazo[1,2-a]pyrimidin-7-yl]-methylcarbamic acid tert-butyl ester C(C)(C)(C)OC(N(C)C1=NC=2N(C=C1)C=C(N2)C2=CC=C(C=C2)COC)=O